(S)-N-(1-cyclopropyl-2-(methylamino)-2-oxoethyl)-3-(3-(3,5-dimethyl-1H-pyrazol-1-yl)phenyl)imidazo[1,2-a]pyridine-7-amide C1(CC1)[C@@H](C(=O)NC)NC(=O)C1=CC=2N(C=C1)C(=CN2)C2=CC(=CC=C2)N2N=C(C=C2C)C